2-(2-isobutylphenyl)-4,4,5,5-tetramethyl-1,3,2-dioxaborolane C(C(C)C)C1=C(C=CC=C1)B1OC(C(O1)(C)C)(C)C